C(C1=CC=CC=C1)O[C@H](COCCOCC(F)N1N=CC(=C1)C1=NN(C2=CC=C(C=C12)O[Si](C)(C)C(C)(C)C)C1OCCCC1)C [3-[1-[2-[2-[(2S)-2-benzyloxypropoxy]ethoxy]-1-fluoro-ethyl]pyrazol-4-yl]-1-tetrahydropyran-2-yl-indazol-5-yl]oxy-tert-butyl-dimethyl-silane